C1(C=CC=C1)[Ce](C1C=CC=C1)C1C=CC=C1 Tris(cyclopentadienyl)cerium